CN(CCN1C(N(C2(C1)CCN(CC2)C=2N=C(C(=NC2)C#N)C=2C=NN(C2)C)[C@@H](C(F)(F)F)C)=O)C |r| racemic-5-(3-(2-(dimethylamino)ethyl)-2-oxo-1-(1,1,1-trifluoropropan-2-yl)-1,3,8-triazaspiro[4.5]decan-8-yl)-3-(1-methyl-1H-pyrazol-4-yl)pyrazine-2-carbonitrile